C(C)(C)(C)OC(=O)N1C[C@@H](CC1)OC1=NC=C(C=N1)Br (R)-3-((5-bromopyrimidin-2-yl)oxy)pyrrolidine-1-carboxylic acid tert-butyl ester